1-(1-(1-(1H-1,2,4-triazol-1-yl)isoquinolin-4-yl)ethyl)-3-(3-chloro-4-fluorophenyl)-1-methylurea N1(N=CN=C1)C1=NC=C(C2=CC=CC=C12)C(C)N(C(=O)NC1=CC(=C(C=C1)F)Cl)C